N1(N=CN=C1)CCNC=1C(=CC=C(C1)NC1=CC=CC=C1)C1=C(C=CC=C1)OC N2-(2-(1H-1,2,4-triazol-1-yl)ethyl)-2'-methoxy-N4-phenyl-[1,1'-biphenyl]-2,4-diamine